ClC1=C(C(=O)N(C)C)C=CC(=C1)N1CCN(CC1)C1CN(C1)S(=O)(=O)C1=C(C=CC=C1)C(F)(F)F 2-chloro-N,N-dimethyl-4-(4-(1-(2-(trifluoromethyl)phenylsulfonyl)azetidin-3-yl)piperazin-1-yl)benzamide